C(CCC)C1=CC=C(OC2=CC=C(C(=O)NS(=O)(=O)C)C=C2)C=C1 4-(4-butylphenoxy)-N-(methylsulfonyl)benzamide